tert-butyl ((cis)-3-aminocyclobutyl)carbamate N[C@H]1C[C@H](C1)NC(OC(C)(C)C)=O